NC1CCN(CC1)C1=NC=C(C(=N1)C1=CC(=C(C#N)C=C1)F)C1=CC2=C(N(C=N2)C)C=C1F 4-[2-(4-aminopiperidin-1-yl)-5-(6-fluoro-1-methylbenzimidazol-5-yl)pyrimidin-4-yl]-2-fluorobenzonitrile